5-methyltetrahydrofolic acid-d3 CN1C=2C(NC(=NC2NCC1CNC1=CC=C(C(N[C@@H](C(C(C(=O)O)([2H])[2H])[2H])C(=O)O)=O)C=C1)N)=O